5-chloro-N-(2,4-difluoro-3-(8-fluoro-2-((1-isopropylpiperidin-4-yl)amino)quinazolin-6-yl)phenyl)-3-hydroxy-2,3-dihydrobenzofuran-7-sulfonamide ClC=1C=C(C2=C(C(CO2)O)C1)S(=O)(=O)NC1=C(C(=C(C=C1)F)C=1C=C2C=NC(=NC2=C(C1)F)NC1CCN(CC1)C(C)C)F